(E)-1-(4-(2,2-difluorobenzo[d][1,3]dioxol-5-carbonyl)piperazin-1-yl)-3-(3,5-difluorophenyl)prop-2-en-1-one FC1(OC2=C(O1)C=CC(=C2)C(=O)N2CCN(CC2)C(\C=C\C2=CC(=CC(=C2)F)F)=O)F